Cl.COC(=O)[C@@]1(CNCC[C@@H]1CF)C (3s,4s)-4-(fluoromethyl)-3-methylpiperidine-3-carboxylic acid methyl ester hydrochloride